5-(DIFLUOROMETHOXY)BENZOTHIAZOLE-2-BORONIC ACID FC(OC=1C=CC2=C(N=C(S2)B(O)O)C1)F